COC=1C=C(C=CC1OC)CNC1CC(NC1)C(=O)NCCC1=CC=C(C=C1)[N+](=O)[O-] 4-{[(3,4-dimethoxyphenyl)methyl]Amino}-N-[2-(4-nitrophenyl)ethyl]Pyrrolidine-2-carboxamide